6-fluoro-3-benzyloxypyrazine FC1=CN=C(C=N1)OCC1=CC=CC=C1